(1R,3R,5S)-3-((5-cyclopropyl-3-(2,6-difluorophenyl)isoxazol-4-yl)methoxy)-8-azabicyclo[3.2.1]Octane-8-carboxylic acid tert-butyl ester C(C)(C)(C)OC(=O)N1[C@H]2CC(C[C@@H]1CC2)OCC=2C(=NOC2C2CC2)C2=C(C=CC=C2F)F